CCCCC/C=C\CCCCCCCC(=O)O[C@H](COC(=O)CCCCCCCCC/C=C\C/C=C\CCCCC)COP(=O)(O)OC[C@H](CO)O 1-(11Z,14Z-eicosadienoyl)-2-(9Z-pentadecenoyl)-glycero-3-phospho-(1'-sn-glycerol)